(4-ethoxy-8-methyl-2-(4-methyl-1H-imidazol-1-yl)quinolin-6-yl)oxetane-3-carboxamide C(C)OC1=CC(=NC2=C(C=C(C=C12)C1OCC1C(=O)N)C)N1C=NC(=C1)C